CC(C#CC=1C=C(C=CC1)C1N(OCC1)C1=CC(=NC=N1)NC=1C(=CC(=C(C1)NC(C=C)=O)N1CCN(CC1)C)OC)(C)C N-(5-((6-(3-(3-(3,3-dimethylbut-1-yn-1-yl)phenyl)isoxazolidin-2-yl)pyrimidin-4-yl)amino)-4-methoxy-2-(4-methylpiperazin-1-yl)phenyl)acrylamide